(S)-2-(2-(2,2-dimethyl-3-oxo-2,3-dihydrobenzofuran-6-ylamino)-5-(1,3,4-oxadiazol-2-yl) pyrimidin-4-ylamino)-2-phenylethyl isobutyrate C(C(C)C)(=O)OC[C@H](C1=CC=CC=C1)NC1=NC(=NC=C1C=1OC=NN1)NC1=CC2=C(C(C(O2)(C)C)=O)C=C1